ClC1=C(C=C(C=C1)NC(=O)NC1CCC=2NC3=C(C=CC=C3C2C1)C(=O)N1CCOCC1)C(F)(F)F 1-(4-chloro-3-trifluoromethylphenyl)-3-(8-(morpholine-4-carbonyl)-2,3,4,9-tetrahydro-1H-carbazol-3-yl)urea